3,6-dicarboxyl-9-ethyl-carbazole C(=O)(O)C=1C=CC=2N(C3=CC=C(C=C3C2C1)C(=O)O)CC